N-(4-{1-[(2-ethoxyphenyl)carbonyl]piperidin-4-yl}butyl)thieno[2,3-c]pyridine-2-carboxamide C(C)OC1=C(C=CC=C1)C(=O)N1CCC(CC1)CCCCNC(=O)C1=CC=2C(=CN=CC2)S1